O[C@H]1C[C@H](CC1)N1N=C(C(=C1)NC(=O)C=1OC(=CC1)C=1C=NNC1)C1=NC=CC=C1 N-(1-((1S,3R)-3-hydroxycyclopentyl)-3-(pyridin-2-yl)-1H-pyrazol-4-yl)-5-(1H-pyrazol-4-yl)furan-2-carboxamide